Distyryltriazin C(=CC1=CC=CC=C1)C1=CC(=NN=N1)C=CC1=CC=CC=C1